FC1=C(CN2C=NN(C2=O)C2=CC(=C(OC3=C(C(=NO3)C#N)C)C=C2)F)C(=CC=C1)F 5-(4-(4-(2,6-difluorobenzyl)-5-oxo-4,5-dihydro-1H-1,2,4-triazol-1-yl)-2-fluorophenoxy)-4-methyl-isoxazole-3-carbonitrile